NC(COCC)C 2-Aminopropyl-ethylether